(R)-N-((5-chloro-3,4-dihydro-8-hydroxy-3-methyl-1,4-dioxo-1H-2-benzopyran-7-yl)carbonyl)-L-phenylalanine ClC1=CC(=C(C2=C1C(C(OC2=O)C)=O)O)C(=O)N[C@H](CC2=CC=CC=C2)C(=O)O